1-{2-[4,6-bis(trifluoromethyl)-1,3,5-triazin-2-yl]-6-chloro-2,3,4,9-tetrahydro-1H-pyrido[3,4-b]indol-1-yl}-2-methylpropan-2-ol FC(C1=NC(=NC(=N1)C(F)(F)F)N1C(C=2NC3=CC=C(C=C3C2CC1)Cl)CC(C)(O)C)(F)F